3-chloro-N-[4-[[2-(trifluoromethyl)imidazo[1,2-a]pyridin-5-yl]amino]cyclohexyl]-1H-pyrazole-4-carboxamide ClC1=NNC=C1C(=O)NC1CCC(CC1)NC1=CC=CC=2N1C=C(N2)C(F)(F)F